trisiloxane oxygen phosphorus [P].[O].[SiH3]O[SiH2]O[SiH3]